OC1=C(C=CC(=C1)OCCC)C1=NC(=NC(=N1)C1=C(C=C(C=C1)OCCC)O)C1=C(C=C(C=C1)C)C 2,4-bis(2-hydroxy-4-propyloxy-phenyl)-6-(2,4-dimethylphenyl)-1,3,5-triazine